OC1=C2C(=C(N=N1)C)C=NC(=C2)N2CCC(CC2)C(=O)O 1-(1-Hydroxy-4-methylpyrido[3,4-d]pyridazin-7-yl)piperidine-4-carboxylic acid